ClC=1C=C2C=CC=C(C2=CC1OC1CC1)CCNC(C)=O N-(2-(6-chloro-7-cyclopropyloxynaphthalen-1-yl)ethyl)acetamide